1-(tert-butyl) 3-methyl (S)-3-aminopyrrolidine-1,3-dicarboxylate N[C@@]1(CN(CC1)C(=O)OC(C)(C)C)C(=O)OC